(propylcyclopentadienyl)(1,3-dimethyl-4,5,6,7-tetrahydroindenyl)zirconium (IV) C(CC)C1(C=CC=C1)[Zr+2]C=1C(C=2CCCCC2C1C)C